O[C@H]1[C@@H]([C@H]2[C@H]([C@H]([C@H]3[C@@H]4CC[C@H]([C@@H](CCCNS(=O)(=O)C5=CC=C(C=C5)OC(F)(F)F)C)[C@]4(CC[C@@H]3[C@]2(CC1)C)C)O)CC)F N-(3alpha,7alpha-dihydroxy-4beta-fluoro-6alpha-ethyl-5beta-cholan-24-yl)-p-trifluoromethoxybenzenesulfonamide